1,1'-Azobis-1,2,3-triazole N(=NN1N=NC=C1)N1N=NC=C1